(1R,2S,5S)-8-((4-(tert-butyl)benzyl)(methyl)carbamoyl)-3-(diphenylcarbamoyl)-3,8-diazabicyclo[3.2.1]octane-2-carboxylic acid C(C)(C)(C)C1=CC=C(CN(C(=O)N2[C@H]3[C@H](N(C[C@@H]2CC3)C(N(C3=CC=CC=C3)C3=CC=CC=C3)=O)C(=O)O)C)C=C1